5-Amino-3-[4-[[(2-methoxybenzoyl)amino]methyl]phenyl]-1-[1-(3-pyridinyl)ethyl]pyrazole-4-carboxamide NC1=C(C(=NN1C(C)C=1C=NC=CC1)C1=CC=C(C=C1)CNC(C1=C(C=CC=C1)OC)=O)C(=O)N